N-(6-(6-cyanopyridin-3-yl)-1-phenyl-1H-pyrazolo[3,4-d]pyrimidin-4-yl)-5-nitrothiophene-2-carboxamide C(#N)C1=CC=C(C=N1)C1=NC(=C2C(=N1)N(N=C2)C2=CC=CC=C2)NC(=O)C=2SC(=CC2)[N+](=O)[O-]